2-(2-(benzo[4,5]imidazo[1,2-a]pyrimidin-2-yl)2,7-diazaspiro[3.5]nonan-7-yl)-N-(bicyclo[2.2.1]hept-5-en-2-ylmethyl)acetamide N=1C=2N(C=CC1N1CC3(C1)CCN(CC3)CC(=O)NCC3C1C=CC(C3)C1)C1=C(N2)C=CC=C1